CC/C=C\\C[C@@H]([C@@H](/C=C/C=C/C=C\\C=C\\C(=O)C/C=C\\CCC(=O)O)O)O The molecule is a member of the class of resolvins that is resolvin D2 in which the 7-hydroxy group has undergone formal oxidation to the corresponding ketone. It has a role as a human xenobiotic metabolite. It is a diol, an enone, an oxo fatty acid, a resolvin, a secondary allylic alcohol and a hydroxy polyunsaturated fatty acid. It is a conjugate acid of a 7-oxoresolvin D2(1-).